BrC=1C(=C(OCCC(C(C)(C2=CC=C(C=C2)F)O[Si](CC)(CC)CC)(F)F)C(=C(C1)F)F)F ((5-(3-bromo-2,5,6-trifluorophenoxy)-3,3-difluoro-2-(4-fluorophenyl)pentan-2-yl)oxy)triethylsilane